1-butyl-3-propylpiperidinium cyanide [C-]#N.C(CCC)[NH+]1CC(CCC1)CCC